NC[C@@H](F)C=1C=CC(=NC1)C1=C(C=C(C#N)C=C1)OC=1N(N=C(C1)N(C)C)C 4-[5-[(1S)-2-amino-1-fluoroethyl]pyridin-2-yl]-3-[5-(dimethylamino)-2-methylpyrazol-3-yl]oxybenzonitrile